dibutyltin dibutyrate C(CCC)(=O)[O-].C(CCC)(=O)[O-].C(CCC)[Sn+2]CCCC